2-ethylhexyl-mercaptopropione C(C)C(CC(CC(CC)=O)S)CCCC